CC=1C(=C(C=2CC3=CC=CC=C3C2C1)C1=C(C(=NN=N1)C1=NSC2=CC3=C(C=CC=4C=5C=CC=CC5CC34)C2=C1)C1=CC=CC=C1)C [(dimethylfluorenyl)phenyltriazinyl]thiaAzaindenofluorene